((((2R,3S,4R,5R)-5-(6-chloro-4-(((1R,2S)-2-methylcyclopentyl)amino)-1H-pyrazolo[3,4-d]pyrimidin-1-yl)-3,4-dihydroxytetrahydrofuran-2-yl)methoxy)methyl)phosphonic acid ClC1=NC(=C2C(=N1)N(N=C2)[C@H]2[C@@H]([C@@H]([C@H](O2)COCP(O)(O)=O)O)O)N[C@H]2[C@H](CCC2)C